3-(difluoromethyl)-1-methyl-2-oxopyrrolidine-3-carboxylic acid methyl ester COC(=O)C1(C(N(CC1)C)=O)C(F)F